ClC1=CC(=NC=C1)C(C)(C)N 2-(4-chloro-2-pyridyl)propan-2-amine